2-(1,3-dioxoisoindolin-2-yl)-5-fluoro-4-methylpyridine 1-oxide O=C1N(C(C2=CC=CC=C12)=O)C1=[N+](C=C(C(=C1)C)F)[O-]